4-[2-(2,4-difluorophenoxy)-5-(methylsulfonyl)phenyl]-6-methyl-1,6-dihydro-7H-pyrrolo[2,3-c]pyridin-7-one FC1=C(OC2=C(C=C(C=C2)S(=O)(=O)C)C=2C3=C(C(N(C2)C)=O)NC=C3)C=CC(=C1)F